5-(tert-butyl) 6-methyl (R)-5-azaspiro[2.4]heptane-5,6-dicarboxylate C1CC12CN([C@H](C2)C(=O)OC)C(=O)OC(C)(C)C